N1-(5-(1-(3,3-difluorocyclobutyl)-2-methyl-1H-imidazo[4,5-b]pyridin-6-yl)pyrrolo[2,1-f][1,2,4]triazin-2-yl)-N4,N4-dimethylcyclohexane-1,4-diamine FC1(CC(C1)N1C(=NC2=NC=C(C=C21)C=2C=CN1N=C(N=CC12)NC1CCC(CC1)N(C)C)C)F